FC1(CN(C1)C(=O)C1(CCOCC1)C1=C(C2=C(NC(=N2)[C@@H](NC2=NOC=3C2=NC=CC3)C3CCC(CC3)(F)F)C=C1)F)F (3,3-Difluoroazetidin-1-yl)(4-{2-[(S)-(4,4-difluorocyclohexyl)(isoxazolo[4,5-b]pyridin-3-ylamino)methyl]-4-fluoro-1H-benzimidazol-5-yl}tetrahydropyran-4-yl)methanone